BrC1=CC=C2C(C(NC2=C1)=O)=O 6-Bromo-1H-indole-2,3-dione